C1(=CC=C(C=C1)C1=C(C=CC(=C1)N)C1=CC=C(C=C1)C1=CC=C(C=C1)N)C1=CC=CC=C1 ([1,1'-biphenyl]-4-yl)[1,1':4',1''-terphenyl]-4,4''-diamine